Cl.CS(=O)(=O)C1=CC=C(OC[C@@H]2CNC[C@H]2C)C=C1 (3S,4S)-3-(4-methanesulfonylphenoxymethyl)-4-methylpyrrolidine hydrochloride